ClC1=CC(=C(C(=O)O)C=C1S(N)(=O)=O)NCC=1OC=CC1 4-chloro-2-((furan-2-ylmethyl)amino)-5-sulfamoylbenzoic acid